2-(2-bromo-1,3-thiazol-5-yl)-5-(trifluoromethyl)-3H-imidazole BrC=1SC(=CN1)C1=NC(=CN1)C(F)(F)F